C(CCC)[Si](O[C@@H](C)C1=CC=C(C=C1)OC)(CCCC)CCCC (S)-Tributyl(1-(4-methoxyphenyl)ethoxy)silane